(5-{3-[endo-3-amino-8-azabicyclo[3.2.1]octan-8-yl]-5H-pyrrolo[2,3-b]pyrazin-7-yl}-4-chloro-2-methyl-2H-indazol-3-yl)methanol, methanesulfonic acid salt CS(=O)(=O)O.NC1CC2CCC(C1)N2C2=CN=C1C(=N2)NC=C1C1=C(C2=C(N(N=C2C=C1)C)CO)Cl